tert-butyl ((8-cyano-1-((2R,4R)-2-methyltetrahydro-2H-pyran-4-yl)-1H-imidazo[4,5-c]quinolin-2-yl)methyl)carbamate C(#N)C1=CC=2C3=C(C=NC2C=C1)N=C(N3[C@H]3C[C@H](OCC3)C)CNC(OC(C)(C)C)=O